C1(CCCCC1)CCC(=O)OCC=C ALLYL CYCLOHEXANEPROPIONATE